5'-(4-fluorophenyl)-N-(4-(4-methyl-3-oxopiperazin-1-yl)phenyl)-3'-(2,2,2-trifluoroethyl)-1H,3'H-[2,4'-biimidazole]-4-carboxamide FC1=CC=C(C=C1)C1=C(N(C=N1)CC(F)(F)F)C=1NC=C(N1)C(=O)NC1=CC=C(C=C1)N1CC(N(CC1)C)=O